morpholino(5-(2-nitrophenyl)-2-(4-(trifluoromethyl)phenyl)Oxazol-4-yl)methanone O1CCN(CC1)C(=O)C=1N=C(OC1C1=C(C=CC=C1)[N+](=O)[O-])C1=CC=C(C=C1)C(F)(F)F